FC(C1=NN=C(O1)C1=CC=C(CN2C(N(C=3C2=NC=CC3)C3CCN(CC3)S(=O)(=O)C)=O)C=C1)F 3-(4-(5-(difluoromethyl)-1,3,4-oxadiazol-2-yl)benzyl)-1-(1-(methylsulfonyl)piperidin-4-yl)-1,3-dihydro-2H-imidazo[4,5-b]pyridin-2-one